anti-biotin-d2 OC(=O)C(CCC[C@@H]1SC[C@@H]2NC(=O)N[C@H]12)([2H])[2H]